[N+](=O)([O-])C=1C=C(C=CC1NC[C@@H]1CN(CC1)C1CCOCC1)S(=O)(=O)NC(C1=C(C=CC=C1)OC=1C=C2C(=NC1)NC=C2)=O N-{[3-nitro-4-({[(3R)-1-tetrahydro-2H-pyran-4-ylpyrrolidin-3-yl]methyl}amino)phenyl]sulfonyl}-2-(1H-pyrrolo[2,3-b]pyridin-5-yloxy)benzamide